2-Chloro-N-((1-((3-(trifluoromethyl)phenyl)sulfonyl)piperidin-4-yl)methyl)acetamide ClCC(=O)NCC1CCN(CC1)S(=O)(=O)C1=CC(=CC=C1)C(F)(F)F